ClC1=C(NC2=CC=CC=C12)C1=NN(C2=NC=NC(=C21)N)C2COCC2 3-(3-Chloro-1H-indol-2-yl)-1-(tetrahydrofuran-3-yl)-1H-pyrazolo[3,4-d]pyrimidin-4-amine